O1C(=CC=C1)C=1OC=CC1 furylfuran